ClC1=C(C(=CC=C1)F)C1=NOC(=C1COC1CC1)C=1C=NN(C1C(F)(F)F)C[C@@H](C)O (2R)-1-{4-[3-(2-chloro-6-fluorophenyl)-4-(cyclopropoxymethyl)-1,2-oxazol-5-yl]-5-(trifluoromethyl)-1H-pyrazol-1-yl}propan-2-ol